COCC1(CCN(CC1)C(=O)OC(C)(C)C)CC1=NC=CC=C1 tert-butyl 4-(methoxymethyl)-4-(2-pyridylmethyl)piperidine-1-carboxylate